NC=1N=C(SC1C(=O)C1=CC(=NS1)C1=CC=CC=C1)N(C1=CC=C(C=C1)F)C(C(=O)N)C (N-[4-Amino-5-(3-phenylisothiazol-5-carbonyl)thiazol-2-yl]-4-fluoroanilino)propanamid